(S)-5-phenyl-N-(3-(5-(3-(trifluoromethoxy)cyclobutyl)-1,3,4-oxadiazol-2-yl)bicyclo[1.1.1]Pentan-1-yl)-4,5-dihydroisoxazole-3-carboxamide C1(=CC=CC=C1)[C@@H]1CC(=NO1)C(=O)NC12CC(C1)(C2)C=2OC(=NN2)C2CC(C2)OC(F)(F)F